P(=O)(OC1=C(C=CC=C1)C(C)(C)C)(OC1=C(C=CC=C1)C(C)(C)C)OC1=CC=CC=C1 bis-(tert-butylphenyl) phenyl phosphate